C(C1=CC=CC=C1)N1C(CCC2=C(C(=C(C=C12)F)NC(=O)NC(C)(C)C)F)=O 1-(1-benzyl-5,7-difluoro-2-oxo-3,4-dihydroquinolin-6-yl)-3-tert-butylurea